N1(CCCC1)C=1C=C(CNC2CCN(CC2)C2=NC(=NC(=C2)C(F)(F)F)N)C=CC1 4-(4-((3-(Pyrrolidin-1-yl)benzyl)amino)piperidin-1-yl)-6-(trifluoromethyl)pyrimidin-2-amine